CC1(C(NC2=CC(=CC=C12)NC1=NC=C(C(=N1)NN1C(OC2=C1C=CC=C2)=O)C)=O)C (2-(3,3-dimethyl-2-oxoindolin-6-ylamino)-5-methylpyrimidin-4-ylamino)benzo[d]oxazol-2(3H)-one